3-(trifluoromethoxy)cyclobutan-1-amine hydrochloride Cl.FC(OC1CC(C1)N)(F)F